4-bromo-3-(cyclopentylmethoxy)thiophene-2-carboxylic acid methyl ester COC(=O)C=1SC=C(C1OCC1CCCC1)Br